O=C1N(CC2=CC(=CC=C12)SCCCCCCCN[C@@H]1[C@@]2(CC[C@H](C1)C2(C)C)C)C2C(NC(CC2)=O)=O 3-(1-oxo-5-((7-(((1R,2S,4R)-1,7,7-trimethylbicyclo[2.2.1]heptan-2-yl)amino)heptyl)thio)isoindolin-2-yl)piperidine-2,6-dione